ethyl 2,6-difluoro-3-bromobenzoate FC1=C(C(=O)OCC)C(=CC=C1Br)F